ClC=1C=CC(=C(C1)N1CC(N(CC1=O)C(C(=O)NC1=CC2=CN(N=C2C=C1)C)CC(C)OC)=O)N1N=NC(=C1)Cl 2-(4-(5-chloro-2-(4-chloro-1H-1,2,3-triazol-1-yl)phenyl)-2,5-dioxopiperazin-1-yl)-4-methoxy-N-(2-methyl-2H-indazol-5-yl)pentanamide